N-acetyl-2-methoxypyrrolidine C(C)(=O)N1C(CCC1)OC